4-(methoxymethoxy)-1-methyl-2-nitrobenzene COCOC1=CC(=C(C=C1)C)[N+](=O)[O-]